(3,3,3-trifluoropropyl)methyltriethoxysilane bromine [Br].FC(CCC(C)O[Si](OCC)(OCC)C)(F)F